methyl (2E)-4-{2-[4,6-bis(trifluoromethyl)-1,3,5-triazin-2-yl]-6-chloro-2,3,4,9-tetrahydro-1H-pyrido[3,4-b]indol-1-yl}but-2-enoate FC(C1=NC(=NC(=N1)C(F)(F)F)N1C(C=2NC3=CC=C(C=C3C2CC1)Cl)C/C=C/C(=O)OC)(F)F